C(C(=C)C)(=O)O.C(C(=C)C)(=O)O.C(C(=C)C)(=O)O.C(C=C)C1=C(C(=O)O)C=C(C(=C1O)O)O allyl-gallic acid trimethacrylate